2-([1,1'-biphenyl]-4-sulfonamido)-N-(3-phenyl-1,2,4-thiadiazol-5-yl)benzamide C1(=CC=C(C=C1)S(=O)(=O)NC1=C(C(=O)NC2=NC(=NS2)C2=CC=CC=C2)C=CC=C1)C1=CC=CC=C1